COC(CNC1=C(C=CC=C1CC)C)C N-(2-methoxypropyl)-2-methyl-6-ethyl-aniline